CN([C@@H]1CN(CC1)C1=C(C=C(C(=C1)OC)NC1=NC=NC(=C1)NC1=C(C=CC=C1)C1=NN(C=C1)C)NC(C=C)=O)C (S)-N-(2-(3-(dimethylamino)pyrrolidin-1-yl)-4-methoxy-5-((6-((2-(1-methyl-1H-pyrazol-3-yl)phenyl)amino)pyrimidin-4-yl)amino)phenyl)acrylamide